(R)-tert-butyl 4-(3,5-difluorophenyl)-2-oxopyrrolidine-1-carboxylate FC=1C=C(C=C(C1)F)[C@H]1CC(N(C1)C(=O)OC(C)(C)C)=O